C(C=C)[C@H]1N(CCC1)C1=CC(=C(C(=N1)C(=O)O)[N+](=O)[O-])OC 6-[(2S)-2-allyl-pyrrolidin-1-yl]-4-methoxy-3-nitro-pyridine-2-carboxylic acid